CC1=C(C(=CC=C1)SC)NC(C)=O N-[2-methyl-6-(methylsulfanyl)phenyl]acetamide